3-((5-((4-amino-6-chloro-pyrazolo[3,4-d]pyrimidin-1-yl)methyl)-2-bromo-phenoxy)methyl)benzaldehyde NC1=C2C(=NC(=N1)Cl)N(N=C2)CC=2C=CC(=C(OCC=1C=C(C=O)C=CC1)C2)Br